N(=[N+]=[N-])C=1C=C(C=CC1)N1CCCC1 1-(3-azidophenyl)pyrrolidine